ClC1=CC=C(C(=N1)C1CCNCC1)NC(C)C=1C=2C3=C(N(C(C2C=C(C1)C)=O)C)N(N=C3)CC 9-[1-[[6-chloro-2-(4-piperidinyl)-3-pyridinyl]amino]ethyl]-3-ethyl-4,7-dimethyl-pyrazolo[3,4-c]isoquinolin-5-one